ClC1=CC(=CC(=N1)N1CCN(CC1)S(=O)(=O)C1=CC=C(C=C1)N1C[C@@H](CC1=O)NC(OC(C)(C)C)=O)C([C@@H]1CC[C@H](CC1)C(NCC=O)=O)(F)F Trans-tert-butyl N-[(3R)-1-[4-[4-[6-chloro-4-[difluoro-[4-(2-oxoethylcarbamoyl)cyclohexyl]methyl]-2-pyridyl]piperazin-1-yl]sulfonylphenyl]-5-oxo-pyrrolidin-3-yl]carbamate